(glucopyranosyl)-iron C1([C@H](O)[C@@H](O)[C@H](O)[C@H](O1)CO)[Fe]